C1(=CC=CC=C1)C1=NN2C(C=CC=C2)=C1C1=NC(=NC=C1)N[C@@H]1CN(CCC1)C(=O)OC(C)(C)C tert-butyl (S)-3-((4-(2-phenylpyrazolo[1,5-a]pyridin-3-yl)pyrimidin-2-yl)amino)piperidine-1-carboxylate